2-chloro-N-((3aR,5s,6aS)-2-(5-(3-cyano-6-ethoxypyrazolo[1,5-a]pyridin-4-yl)pyridin-2-yl)-5-methyloctahydrocyclopenta[c]pyrrol-5-yl)-6-fluorobenzamide ClC1=C(C(=O)NC2(C[C@@H]3[C@@H](CN(C3)C3=NC=C(C=C3)C=3C=4N(C=C(C3)OCC)N=CC4C#N)C2)C)C(=CC=C1)F